C(C)(C)(C)OC(N(CCC=1OC(=NN1)C1=C(C=CC=C1)NC1=CC=C(C=C1)C(F)(F)F)C)=O tert-butylmethyl(2-(5-(2-((4-(trifluoromethyl)phenyl)amino)phenyl)-1,3,4-oxadiazol-2-yl)ethyl)carbamate